CC(CC)O 1,2-dimethyl-ethanol